1-((6'-(2H-tetrazol-5-yl)-[1,1':3',1''-terphenyl]-4-yl)methyl)-2-ethoxy-1H-benzo[d]imidazole-7-carboxylic Acid N=1NN=NC1C1=CC=C(C=C1C1=CC=C(C=C1)CN1C(=NC2=C1C(=CC=C2)C(=O)O)OCC)C2=CC=CC=C2